2-(4-cyclopropyl-6-methoxy-pyrimidin-5-yl)-4-[[3-fluoro-4-[1-isopropyl-4-(trifluoromethyl)imidazol-2-yl]phenyl]methoxy]-5-methoxy-pyrimidine C1(CC1)C1=NC=NC(=C1C1=NC=C(C(=N1)OCC1=CC(=C(C=C1)C=1N(C=C(N1)C(F)(F)F)C(C)C)F)OC)OC